[Si](C)(C)(C(C)(C)C)OCC1=CC=C2CC=COC2=C1 7-(((tert-butyldimethylsilyl)oxy)methyl)-4H-chromen